NC1=C2C(=C3C(=N1)C=CS3)N(C(=N2)CCCC)CC=2SC=C(N2)CNCC2=CC=C(C=C2)CO (4-((((2-((4-amino-2-butyl-1H-imidazo[4,5-d]thieno[3,2-b]pyridin-1-yl)methyl)thiazol-4-yl)methyl)amino)methyl)phenyl)methanol